C(=C)N(CCNCCC[Si](OC)(OC)OC)CC1=CC=CC=C1 N-[2-(vinylbenzyl-amino)ethyl]-(3-aminopropyl)-trimethoxysilane